(R)-2-(2-((6-(1-aminoisoquinolin-7-yl)-2,3-dihydro-1H-inden-1-yl)oxy)-6-(trifluoromethoxy)phenyl)acetic acid NC1=NC=CC2=CC=C(C=C12)C1=CC=C2CC[C@H](C2=C1)OC1=C(C(=CC=C1)OC(F)(F)F)CC(=O)O